OC(C=O)O 2,2-dihydroxyethanone